Cl.C1(=CC(=CC=C1)CC1NCC2(CC2)C1NS(=O)(=O)C(C)C)C1=CC=CC=C1 N-(6-([1,1'-biphenyl]-3-ylmethyl)-5-azaspiro[2.4]heptan-7-yl)propane-2-sulfonamide hydrochloride